tert-butyl N-[3-methyl-5-[[2-oxo-2-[(1S,4R,5R)-4-phenyl-3-azabicyclo[3.2.1]octan-3-yl]acetyl]amino]-2-pyridyl]carbamate CC=1C(=NC=C(C1)NC(C(N1C[C@H]2CC[C@@H]([C@@H]1C1=CC=CC=C1)C2)=O)=O)NC(OC(C)(C)C)=O